F[C@H](CNC(=O)C1=C(C=2N(N=C1)C=C(C2)C2=CC(=CC=C2)F)NCCC(C)(C)O)C(C)(C)O (R)-N-(2-fluoro-3-hydroxy-3-methylbutyl)-6-(3-fluorophenyl)-4-((3-hydroxy-3-methylbutyl)amino)pyrrolo[1,2-b]pyridazine-3-carboxamide